tert-butyliminotris(dimethylamino)phosphorane C(C)(C)(C)N=P(N(C)C)(N(C)C)N(C)C